Cl.N1=C(C=CC=C1)N1CCNCC1 1-(2-pyridyl)piperazine hydrochloride